tert-Butyl(cis-4-hydroxy-4-(hydroxymethyl)cyclohexyl)carbamate C(C)(C)(C)OC(NC1CCC(CC1)(CO)O)=O